2-[4-[(2-hydroxy-3-tridecylpropyl)oxy]-2-hydroxyphenyl]-4,6-bis(2,4-dimethylphenyl)-1,3,5-triazine OC(COC1=CC(=C(C=C1)C1=NC(=NC(=N1)C1=C(C=C(C=C1)C)C)C1=C(C=C(C=C1)C)C)O)CCCCCCCCCCCCCC